5,5-difluoropiperidine-1-carboxylate FC1(CCCN(C1)C(=O)[O-])F